OC(CNC(O[C@@H]1CC[C@H](CC1)C(N(C[C@@H]1CC[C@H](CC1)C1=NC(=C(C=C1)OC)C)C1=NC=CC(=C1)C=1N=C(OC1)C(C)C)=O)=O)(C)C trans-4-((4-(2-Isopropyloxazol-4-yl)pyridin-2-yl)((trans-4-(5-methoxy-6-methylpyridin-2-yl)cyclohexyl)methyl)carbamoyl)cyclohexyl (2-hydroxy-2-methylpropyl)carbamate